N,N-bis(2-chloroethyl)-1-propylamine ClCCN(CCCl)CCC